ClC1=CN=C(C=C1C(=O)OC)NS(=O)(=O)CCCCl methyl 5-chloro-2-((3-chloropropyl)sulfonamido)isonicotinate